ClC=1C=C(C=CC1O)C(C(C1=CC(=C(C=C1)O)Cl)C1=CC(=C(C=C1)O)Cl)C1=CC(=C(C=C1)O)Cl 1,1,2,2-tetrakis(3-chloro-4-hydroxyphenyl)ethane